(1R,3aS,3bS,7S,9aR,9bS,11aR)-9a,11a-dimethyl-1-[(2R)-4-(pyrimidin-2-yl)butan-2-yl]-1H,2H,3H,3aH,3bH,4H,6H,7H,8H,9H,9aH,9bH,10H,11H,11aH-cyclopenta[a]phenanthren-7-ol C[C@]12[C@H]3CC[C@]4([C@H]([C@@H]3CC=C2C[C@H](CC1)O)CC[C@@H]4[C@H](C)CCC4=NC=CC=N4)C